3-fluoro-6-methyl-2-(methylthio)pyridine FC=1C(=NC(=CC1)C)SC